O=C1N(CC2=CC(=CC=C12)CN1CCN(CC1)C(C=1C=NC=CC1)C1=CC=CC=C1)N1C(NC(CC1)=O)=O 1-(1-oxo-5-((4-(phenyl(pyridin-3-yl)methyl)piperazin-1-yl)methyl)isoindolin-2-yl)dihydropyrimidine-2,4(1H,3H)-dione